N-(3-cyanooxetan-3-yl)-1-(5-(difluoromethyl)-1,3,4-thiadiazol-2-yl)-4-(4-isobutyrylpiperazin-1-yl)-1H-indazole-6-sulfonamide C(#N)C1(COC1)NS(=O)(=O)C1=CC(=C2C=NN(C2=C1)C=1SC(=NN1)C(F)F)N1CCN(CC1)C(C(C)C)=O